C(C)(C)(C)OC(N(C1=NC(=NC=C1)C(=C)C)C(=O)OC(C)(C)C)=O (tert-Butoxycarbonyl)-N-[2-(prop-1-en-2-yl)pyrimidin-4-yl]carbamic acid tert-butyl ester